N1(C=NC=C1)C(=O)O[C@H]1[C@H]([C@@H]([C@@]2(CO2)CC1)[C@]1(O[C@@H]1CC=C(C)C)C)OC (3R,4S,5S,6R)-5-methoxy-4-((2R,3R)-2-methyl-3-(3-methylbut-2-en-1-yl)oxiran-2-yl)-1-oxaspiro[2.5]octan-6-yl 1H-imidazole-1-carboxylate